ClC1=C(C=CC=C1)C(C=1C=NC(=NC1)C)NC=1N(C(C(=C(N1)C(=O)OCC)OC)=O)C ethyl 2-(((2-chlorophenyl) (2-methylpyrimidin-5-yl) methyl) amino)-5-methoxy-1-methyl-6-oxo-1,6-dihydropyrimidine-4-carboxylate